tert-butyl 4-(4-(3-bromo-2-hydroxyphenyl)pyridin-2-yl)piperazine-1-carboxylate BrC=1C(=C(C=CC1)C1=CC(=NC=C1)N1CCN(CC1)C(=O)OC(C)(C)C)O